bis-(1-naphthyl)-N,N'-bis-phenyl-(1,1'-biphenyl)-4,4'-diamine C1(=CC=CC2=CC=CC=C12)C=1C(=C(C=CC1NC1=CC=CC=C1)C1=CC=C(C=C1)NC1=CC=CC=C1)C1=CC=CC2=CC=CC=C12